C(C)OC(C(SC=1N=C2N(N1)[C@@H](C[C@@H]2F)C2=CC=CC=C2)(F)F)=O 2,2-difluoro-2-[[(5S,7S)-7-fluoro-5-phenyl-6,7-dihydro-5H-pyrrolo[1,2-b][1,2,4]triazol-2-yl]thio]acetic acid ethyl ester